C(#N)C=1C=C(CC=2C=CC(=NC2)NC(=O)C2=NC(=NC=C2)C)C=CC1F N-(5-(3-cyano-4-fluorobenzyl)pyridin-2-yl)-2-methylpyrimidine-4-carboxamide